ClC1=C(C(=C(C(=N1)SC(C(=O)N)C1=CC=CC=C1)C#N)OCCC)C#N 2-((6-chloro-3,5-dicyano-4-propoxypyridin-2-yl)thio)-2-phenylacetamide